C(#N)C1=C(C=C(C=C1)OC1=CC=C(C=N1)NC(=O)[C@@H](CC)NC(OC(C)(C)C)=O)C(C)C 1,1-dimethylethyl ((1R)-1-{[(6-{[4-cyano-3-(1-methylethyl)phenyl] oxy}-3-pyridinyl) amino]carbonyl} propyl)carbamate